NCCCC[C@@H](C(=O)OC)NC(=O)N1C(\C(\C2=CC=C(C=C12)C(=O)OC)=C(\C1=CC=CC=C1)/NC1=CC=C(C=C1)N(C(CN1CCN(CC1)C)=O)C)=O methyl (3Z)-1-[[(1S)-5-amino-1-methoxycarbonyl-pentyl] carbamoyl]-3-[[4-[methyl-[2-(4-methylpiperazin-1-yl) acetyl] amino] anilino]-phenyl-methylene]-2-oxo-indoline-6-carboxylate